(2s,4r)-1-((4-phenoxybenzoyl)glycyl)-4-(thiazol-2-yl)pyrrolidine-2-carboxylic acid O(C1=CC=CC=C1)C1=CC=C(C(=O)NCC(=O)N2[C@@H](C[C@H](C2)C=2SC=CN2)C(=O)O)C=C1